N-(3-((1s,3s)-3-(cyanomethyl)-1-(4-methyl-4H-1,2,4-triazol-3-yl)cyclobutyl)phenyl)-6-(((cyclopentylmethyl)amino)methyl)imidazo[1,2-a]pyridine-8-carboxamide C(#N)CC1CC(C1)(C1=NN=CN1C)C=1C=C(C=CC1)NC(=O)C=1C=2N(C=C(C1)CNCC1CCCC1)C=CN2